8-fluoro-2-(methylthio)-4-(2,2,2-trifluoroethoxy)pyrido[4,3-d]Pyrimidine FC1=CN=CC2=C1N=C(N=C2OCC(F)(F)F)SC